tert-butyl 4-(2,3-dihydro-1H-pyrrolo[2,3-b]pyridin-4-yl)-3,6-dihydropyridine-1(2H)-carboxylate N1CCC=2C1=NC=CC2C=2CCN(CC2)C(=O)OC(C)(C)C